OC1(CCS(CC1)(=O)=O)C#CC1=CC2=C(OC[C@@H](C(N2C)=O)NC(C2=NC=CC(=C2)OC2=CC=CC=C2)=O)C=C1 (S)-N-(7-((4-hydroxy-1,1-dioxotetrahydro-2H-thiopyran-4-yl)ethynyl)-5-methyl-4-oxo-2,3,4,5-tetrahydrobenzo[b][1,4]Oxazepin-3-yl)-4-phenoxypicolinamide